1,6-diaminooxycyclohexane NOC1CCCCC1ON